(3aS,5S,6aR)-5-(2-fluorophenoxy)-2-((R)-2-hydroxy-2-(5-hydroxypyridin-2-yl)ethyl)hexahydrocyclopenta[c]pyrrol-3a(1H)-ol FC1=C(O[C@@H]2C[C@@]3([C@@H](CN(C3)C[C@H](C3=NC=C(C=C3)O)O)C2)O)C=CC=C1